2-hydroxy-5-(spiro[2.3]hexan-5-yloxy)cyclohepta-2,4,6-trien-1-one OC=1C(C=CC(=CC1)OC1CC2(CC2)C1)=O